[N+](=O)([O-])C=1C=C(C=C2C(N(/C(/S2)=N/C2=CC=C(C=C2)S(=O)(=O)N)C2=CC=CC=C2)=O)C=CC1 4-(((2Z)-5-(3-nitrobenzylidene)-4-oxo-3-phenylthiazolidin-2-ylidene)amino)benzenesulphonamide